C(C)(C)(C)OC(=O)N1CCN(CC1)C1=NC(=NC2=CC(=C(C=C12)Br)Cl)C.COC(=O)C1=CC(=CC(=C1)C(=O)OC)C(=O)OC 1,3,5-tris(methoxycarbonyl)benzene tert-Butyl-4-(6-bromo-7-chloro-2-methylquinazolin-4-yl)piperazine-1-carboxylate